O=C1NC(CCC1N1C(N(C2=C1C=CC(=C2)C=2C(=NN(C2)CC(=O)NC2=CC1=CC(=C(C(=C1C=C2)F)N2S(NC(C2)=O)(=O)=O)O)C)C)=O)=O 2-[4-[1-(2,6-dioxo-3-piperidyl)-3-methyl-2-oxo-benzimidazol-5-yl]-3-methyl-pyrazol-1-yl]-N-[5-fluoro-7-hydroxy-6-(1,1,4-trioxo-1,2,5-thiadiazolidin-2-yl)-2-naphthyl]acetamide